ClC1=C(C=C(C=C1)C(C(=O)O)C)F (4-chloro-3-fluorophenyl)propionic acid